2-(3-{(1S)-1-[3,5-bis(trifluoromethyl)benzamido]ethyl}pyrazin-2-yl)-N-ethyl-N-methyl-1,3-thiazole-5-carboxamide FC(C=1C=C(C(=O)N[C@@H](C)C=2C(=NC=CN2)C=2SC(=CN2)C(=O)N(C)CC)C=C(C1)C(F)(F)F)(F)F